N1C=CC2=CC=C(C=C12)C1=C(C(=O)O)C=CC=C1C#CC1=CC=C(C=C1)OC1CCS(CC1)=O 2-(1H-Indol-6-yl)-3-[4-(1-oxo-hexahydro-1λ4-thiopyran-4-yloxy)-phenylethynyl]-benzoic acid